C[C@@H]1CN(CCN1)C(=O)OC(C)(C)C (3R)-tert-butyl 3-methylpiperazine-1-carboxylate